(6-aminopyridin-2-yl)-N2-(3,5-difluorophenyl)-N4-(2,2,2-trifluoroethyl)-1,3,5-triazine-2,4-diamine NC1=CC=CC(=N1)C1=NC(=NC(=N1)NC1=CC(=CC(=C1)F)F)NCC(F)(F)F